methyl (4,6-diamino-2-(1-(2-fluorobenzyl)-1H-pyrazolo[3,4-b]pyridin-3-yl)pyrimidin-5-yl)(methyl)carbamate NC1=NC(=NC(=C1N(C(OC)=O)C)N)C1=NN(C2=NC=CC=C21)CC2=C(C=CC=C2)F